C1(CCC2=NC=CC=C12)NC=1N=CC=C2C=C(SC12)C=1C(=C(N=C2C(CS(C12)(=O)=O)C(C)C)CCC12COC(CC1)CC2)C=2OC(=NN2)C N-(R)-4-aza-1-indanyl(2-[3-isopropyl-6-(5-methyl-1,3,4-oxadiazol-2-yl)-5-(2-(2-oxabicyclo[2.2.2]oct-4-yl)ethyl)-1,1-dioxo-1λ6-thia-4-aza-7-indanyl]-1-thia-6-aza-7-indenyl)amine